C(CCC)N(CCC)CCCC Dibutylpropylamine